N1CC(C1)C#CC1=CC=C(C=C1)C1(CC1)C#N 1-[4-[2-(Azetidin-3-yl)ethynyl]phenyl]cyclopropanecarbonitrile